(RS)-6-(dimethylamino)-4,4-diphenylheptan-3-one CN([C@@H](CC(C(CC)=O)(C1=CC=CC=C1)C1=CC=CC=C1)C)C |r|